(R)-3-(((1r,4R)-4-(3-bromo-2-methylphenoxy)cyclohexyl)oxy)-2-methylpropan-1-ol BrC=1C(=C(OC2CCC(CC2)OC[C@@H](CO)C)C=CC1)C